(S)-N-tert-butyl-1,2,3,4-tetrahydroisoquinoline-3-carboxamide C(C)(C)(C)NC(=O)[C@H]1NCC2=CC=CC=C2C1